CC1=CC2=C(S1)NC3=CC=CC=C3N=C2N4CCN(CC4)C The molecule is a benzodiazepine that is 10H-thieno[2,3-b][1,5]benzodiazepine substituted by a methyl group at position 2 and a 4-methylpiperazin-1-yl group at position 4. It has a role as a histamine antagonist, a muscarinic antagonist, a serotonergic antagonist, a dopaminergic antagonist, an antiemetic, a second generation antipsychotic and a serotonin uptake inhibitor. It is a benzodiazepine, a N-methylpiperazine and a N-arylpiperazine.